N(=C=S)C(C(C(=O)O)(NC(C(=O)O)CC(=O)O)CC1=CC=CC=C1)C(=O)O isothiocyanatobenzyl-iminodisuccinic acid